3-(1-(2,6-diisopropylphenyl)-1H-imidazol-2-yl)phenol C(C)(C)C1=C(C(=CC=C1)C(C)C)N1C(=NC=C1)C=1C=C(C=CC1)O